C1(CCCCC1)[C@H]1[C@H](C2=CC=C(C=C2CC1)O)C1=CC=C(C=C1)N1CCC(CC1)CN1CCN(CC1)C=1C=C2CN(C(C2=CC1)=O)[C@@H]1C(NC(CC1)=O)=O (S)-3-(5-(4-((1-(4-((1S,2S)-2-Cyclohexyl-6-hydroxy-1,2,3,4-tetrahydronaphthalen-1-yl)phenyl)piperidin-4-yl)methyl)piperazin-1-yl)-1-oxoisoindolin-2-yl)piperidine-2,6-dione